O1CC(C1)OC1=NC(=NC=C1C(F)(F)F)N[C@H]1C[C@H](CCC1)C1=NN=C2N1C=C(C=C2)C=2C=NN(C2)C(F)(F)F 4-(oxetan-3-yloxy)-5-(trifluoromethyl)-N-[(1R,3S)-3-[6-[1-(trifluoromethyl)pyrazol-4-yl]-[1,2,4]triazolo[4,3-a]pyridin-3-yl]cyclohexyl]pyrimidin-2-amine